tert-butyl N-[[2-[[2-(tert-butoxycarbonylamino)-5-(4-fluorophenyl)phenyl]carbamoyl]benzofuran-5-yl]methyl-methyl-oxo-sulfanylidene]carbamate C(C)(C)(C)OC(=O)NC1=C(C=C(C=C1)C1=CC=C(C=C1)F)NC(=O)C=1OC2=C(C1)C=C(C=C2)CS(=NC(OC(C)(C)C)=O)(=O)C